(phenylthio)-1,2-octanedione 2-(O-benzoyloxime) C(C1=CC=CC=C1)(=O)ON=C(C(=O)SC1=CC=CC=C1)CCCCCC